1-[2-(trimethoxysilyl)ethyl]-5,5'-decamethylenebis(1,2,3,4-tetrazole) CO[Si](CCC(CCCCCCCCCC1=NN=NN1)C1=NN=NN1)(OC)OC